FC=1C=CC(=NC1)[C@@H](CO)OC1=NN2C(C=CC(=C2)C=2C=NN(C2C)C2CCC(CC2)O)=C1C#N [(1S)-1-(5-fluoro-2-pyridyl)-2-hydroxy-ethoxy]-6-[1-(4-hydroxycyclohexyl)-5-methylpyrazol-4-yl]pyrazolo[1,5-a]pyridine-3-carbonitrile